Cl.NC\C=C(\CN1C2=NC=NC(=C2N(C1=O)C)C1=CC(=CC=C1)S(=O)(=O)N1CCCC1)/F (Z)-9-(4-amino-2-fluoro-but-2-en-1-yl)-7-methyl-6-(3-(pyrrolidin-1-ylsulfonyl)phenyl)-7,9-dihydro-8H-purin-8-one hydrochloride